Butylstearat C(CCC)OC(CCCCCCCCCCCCCCCCC)=O